S-nitroso-3-mercapto-3-methylbutan N(=O)SC(CC)(C)C